The molecule is an oxaspiro compound that is 1-oxaspiro[4.5]deca-6,9-diene-2,8-dione carrying two additional tert-butyl substituents at positions 7 and 9. It is an oxaspiro compound, a lactone, an enone and a cyclic ketone. CC(C)(C)C1=CC2(CCC(=O)O2)C=C(C1=O)C(C)(C)C